(R)- or (S)-3,3,3-trifluoro-N-((1-(4-(trifluoromethyl)phenyl)-1,2,3,4-tetrahydro-1,5-naphthyridin-3-yl)methyl)propanamide FC(CC(=O)NC[C@@H]1CN(C2=CC=CN=C2C1)C1=CC=C(C=C1)C(F)(F)F)(F)F |o1:7|